N[C@@H](CC1=CNC2=CC=CC=C12)C(=O)OC(C)=O.[Na] sodium acetyl tryptophanate